ClC=1C=C(C=C(C1Cl)Cl)[C@@]1(CC(=NO1)C=1SC(=C2C1CCCC2)C(=O)OC)C(F)(F)F methyl 3-[(5S)-5-(3,4,5-trichlorophenyl)-5-(trifluoromethyl)-4H-isoxazol-3-yl]-4,5,6,7-tetrahydro-2-benzothiophene-1-carboxylate